tert-butyl-4-(azetidin-1-ylmethyl)-2-chloropyridine C(C)(C)(C)C=1C(=NC=CC1CN1CCC1)Cl